5-chloro-2-[[6-chloro-3-(1-methyl-3,6-dihydro-2H-pyridin-4-yl)-4-quinolinyl]amino]benzoic acid ClC=1C=CC(=C(C(=O)O)C1)NC1=C(C=NC2=CC=C(C=C12)Cl)C=1CCN(CC1)C